5-amino-3-cyano-4-(3-hydroxy-2-methylphenyl)-1-(2,2,2-trifluoroethyl)indole-6-carboxylic acid NC=1C(=C2C(=CN(C2=CC1C(=O)O)CC(F)(F)F)C#N)C1=C(C(=CC=C1)O)C